The molecule is a piperidinium ion resulting from the protonation of the nitrogen atom of flavoxate. It is a conjugate acid of a flavoxate. CC1=C(OC2=C(C1=O)C=CC=C2C(=O)OCC[NH+]3CCCCC3)C4=CC=CC=C4